N1(C=NC=C1)C=1C=NC2=CC=C(C=C2N1)C(=O)C=1C=C(C=CC1)NC(=O)NC1=CC(=C(C=C1)Cl)C(F)(F)F 1-(3-(3-(1H-imidazol-1-yl)quinoxaline-6-carbonyl)phenyl)-3-(4-chloro-3-(trifluoromethyl)phenyl)urea